Cl.O=C1C(CNCC1)C(=O)OCC ethyl 4-oxopiperidine-3-carboxylate hydrochloride